O=C(CC(C(=O)OC)C(=O)OC)C1=CC(=C(C(=C1)F)F)F Dimethyl [2-oxo-2-(3,4,5-trifluorophenyl)ethyl]propanedioate